D-(+)-ribonic acid O=C([C@H](O)[C@H](O)[C@H](O)CO)O